4-(3-(2-(2-aminoethoxy)ethoxy)propyl)-2-(2,6-dioxopiperidin-3-yl)-isoindoline-1,3-dione NCCOCCOCCCC1=C2C(N(C(C2=CC=C1)=O)C1C(NC(CC1)=O)=O)=O